3-bromo-4-((4-((1-(4-fluorophenyl)-4-oxo-1,4-dihydro-5H-pyrazolo[3,4-d]pyrimidin-5-yl)methyl)-4-hydroxypiperidin-1-yl)methyl)benzonitrile BrC=1C=C(C#N)C=CC1CN1CCC(CC1)(O)CN1C=NC2=C(C1=O)C=NN2C2=CC=C(C=C2)F